3-amino-9,9-dimethylfluorene NC=1C=CC=2C(C3=CC=CC=C3C2C1)(C)C